CN1C=NC2=C1C=C(C=C2)C2=C1N(N=C2C2=CC(=CC=C2)C(F)(F)F)CCC1 1-Methyl-6-(2-(3-trifluoromethylphenyl)-5,6-dihydro-4H-pyrrolo[1,2-b]pyrazol-3-yl)-1H-benzo[d]imidazole